ClC1=C(C(=CC=C1)Cl)C1=CC2=C(N=C(N=C2)NC=2C=NC(=CC2)OCCN2CCNCC2)N(C1=O)C 6-(2,6-dichlorophenyl)-8-methyl-2-((6-(2-(piperazin-1-yl)ethoxy)pyridin-3-yl)amino)pyrido[2,3-d]pyrimidin-7(8H)-one